(R)-1-(4-(6-((4-chloro-2-fluorobenzyl)oxy)pyridin-2-yl)piperazin-1-yl)ethyl-1-(((S)-oxetan-2-yl)methyl)-1H-benzo[d]imidazol-6-carboxylic acid ClC1=CC(=C(COC2=CC=CC(=N2)N2CCN(CC2)[C@H](C)C2=NC3=C(N2C[C@H]2OCC2)C=C(C=C3)C(=O)O)C=C1)F